2-Phenyl-1-(1H-tetrazol-5-yl)ethanamine TFA salt OC(=O)C(F)(F)F.C1(=CC=CC=C1)CC(N)C1=NN=NN1